4-(2-(6-(1-(tetrahydro-2H-pyran-2-yl)-1H-pyrazol-5-yl)pyridin-2-yl)-1H-imidazol-5-yl)aniline O1C(CCCC1)N1N=CC=C1C1=CC=CC(=N1)C=1NC(=CN1)C1=CC=C(N)C=C1